FC(C1=CC(=CC2=C1N(C=N2)C2CC(C2)(O)C)B2OC(C(O2)(C)C)(C)C)F (cis)-3-(7-(difluoromethyl)-5-(4,4,5,5-tetramethyl-1,3,2-dioxaborolan-2-yl)-1H-benzo[d]imidazol-1-yl)-1-methylcyclobutan-1-ol